Ethyl (S)-3-(3-(4-Hydroxy-1-methyl-2-oxo-1,2-dihydropyridin-3-yl)ureido)-3-(4'-(trifluoromethoxy)biphenyl-3-yl)propanoat OC1=C(C(N(C=C1)C)=O)NC(N[C@@H](CC(=O)OCC)C=1C=C(C=CC1)C1=CC=C(C=C1)OC(F)(F)F)=O